S1C2=C(C=C1)C(=CC=C2)N2CCN(CC2)CCCCOC2=CC=C1C=CC(N(C1=C2)COC(=O)C=2C=NC=NC2)=O Pyrimidine-5-carboxylic acid 7-[4-(4-benzo[b]thiophen-4-ylpiperazin-1-yl)butoxy]-2-oxo-2H-quinolin-1-ylmethyl ester